Ethyl 4-((tetrahydro-2H-pyran-2-yl)oxy)tetrahydrofuran-2-carboxylate O1C(CCCC1)OC1CC(OC1)C(=O)OCC